5-fluoro-4-[3-fluoro-N-(2,2,2-trifluoroethyl)-5-[2-[1-(trifluoromethyl)cyclopropyl]ethynyl]anilino]-1-methyl-quinazolin-2-one FC1=C2C(=NC(N(C2=CC=C1)C)=O)N(C1=CC(=CC(=C1)C#CC1(CC1)C(F)(F)F)F)CC(F)(F)F